(R)-N-((s)-(6-((R)-amino(cyclopropyl)methyl)-1-((2-(trimethylsilyl)ethoxy)methyl)-1H-benzo[d]imidazol-2-yl)(3-(2,2,2-trifluoroethyl)cyclobutyl)methyl)-2-methylpropane-2-sulfinamide N[C@@H](C=1C=CC2=C(N(C(=N2)[C@@H](N[S@](=O)C(C)(C)C)C2CC(C2)CC(F)(F)F)COCC[Si](C)(C)C)C1)C1CC1